(R)-N-(4-((6-(3-(2-Ethoxyphenoxy)piperidin-1-yl)pyrazin-2-yl)amino)phenyl)methansulfonamid C(C)OC1=C(O[C@H]2CN(CCC2)C2=CN=CC(=N2)NC2=CC=C(C=C2)NS(=O)(=O)C)C=CC=C1